C1(=CC=CC2=CC=CC=C12)CCCC(=O)O 4-(naphthalene-1-yl)butanoic acid